(S)-7,7-difluoro-2-((4-((2-hydroxy-1-phenylethyl)amino)-5-(1,2,4-oxadiazol-5-yl)pyridin-2-yl)amino)-6,7-dihydro-5H-pyrrolo[3,4-b]pyridin-5-one FC1(NC(C=2C1=NC(=CC2)NC2=NC=C(C(=C2)N[C@H](CO)C2=CC=CC=C2)C2=NC=NO2)=O)F